tert-butyl 8-((3-(2,6-bis(benzyloxy) pyridin-3-yl)-1-methyl-1H-indazol-7-yl) amino)-2-azaspiro[4.5]decane-2-carboxylate C(C1=CC=CC=C1)OC1=NC(=CC=C1C1=NN(C2=C(C=CC=C12)NC1CCC2(CCN(C2)C(=O)OC(C)(C)C)CC1)C)OCC1=CC=CC=C1